O1C(=CC2=C1C=CC=C2)C2=CC=CC=C2 4-(benzofuranyl)benzene